2,2'-azobis(1-imino-1-pyrrolidinyl-2-methylpropane) N(=NC(C(=N)N1CCCC1)(C)C)C(C(N1CCCC1)=N)(C)C